(R)-4-(3-(4-aminopyrido[2,3-d]pyrimidin-6-yl)phenyl)-2-(thiazol-2-yl)but-3-yn-2-ol NC=1C2=C(N=CN1)N=CC(=C2)C=2C=C(C=CC2)C#C[C@@](C)(O)C=2SC=CN2